3,3-dimethylthiourea CN(C(N)=S)C